Tert-butyl 4-[3-methyl-5-nitro-6-(4-pyridylamino)-2-pyridyl]piperazine-1-carboxylate CC=1C(=NC(=C(C1)[N+](=O)[O-])NC1=CC=NC=C1)N1CCN(CC1)C(=O)OC(C)(C)C